CC1CCC=2NC(C(=CC21)C(=O)OC)=O methyl 5-methyl-2-oxo-2,5,6,7-tetrahydro-1H-cyclopenta[b]pyridine-3-carboxylate